C(C)(C)N1N=C(C=C1)S(=O)(N)=NC(NC1=C2C(=NC3=C1CCC3)C(CC2)C)=O 1-isopropyl-N'-((3-methyl-1,2,3,5,6,7-hexahydrodicyclopenta[b,e]pyridin-8-yl)carbamoyl)-1H-pyrazole-3-sulfonimidamide